perfluorovaleric acid FC(C(=O)O)(C(C(C(F)(F)F)(F)F)(F)F)F